4-benzyloxy-3,5-dichloro-aniline C(C1=CC=CC=C1)OC1=C(C=C(N)C=C1Cl)Cl